C(C(=C)C)(=O)OCCNC(=O)OC1=C(C2=CC=CC=C2C=C1)C1=C(C=CC2=CC=CC=C12)OC(NC1=CC(=CC=C1)SC)=O 2-[({[2'-({[3-(methylsulfanyl)phenyl]carbamoyl}oxy)-1,1'-binaphthyl-2-yl]oxy}carbonyl)amino]ethyl methacrylate